COC1(CN(C1)C1=CC(=NC2=C(N=CC=C12)C1=CC=NN1)N1CCOCC1)C 4-(3-methoxy-3-methylazetidin-1-yl)-2-(morpholin-4-yl)-8-(1H-pyrazol-5-yl)-1,7-naphthyridine